C(#N)C(C)C1=C(N=C(N1)CC)C 1-cyano-ethyl-2-ethyl-4-methylimidazole